BrC1=C2C=C(C(N(C2=CC=C1)C)=O)C(=O)NC1=CC=CC=C1 5-Bromo-1-methyl-2-oxo-N-phenyl-quinoline-3-carboxamide